CC1=CC=C(C=C1)C1=CC=C(C=C1)C(CC(=O)O)C#CC 3-(4'-methyl-[1,1'-biphenyl]-4-yl)hex-4-ynoic acid